C1(CC2C(CC1)O2)CC[SiH2]OCC(OC)(OC)OC (3,4-epoxycyclohexyl)ethyltrimethoxyethoxysilane